C1(CCC1)C1=C(C=CC=C1)C=1C(=C2OC=3C=CC=C(C(NC=4C=CC=C(S(NC(N1)=N2)(=O)=O)C4)=O)C3)CC 5-(2-Cyclobutylphenyl)-4-ethyl-9,9-dioxo-2-oxa-9λ6-thia-6,8,15,23-tetrazatetracyclo[15.3.1.13,7.110,14]tricosa-1(21),3,5,7(23),10,12,14(22),17,19-nonaen-16-one